C1(=CC(=CC=C1)[C@H](C1CCN(CC1)C(=O)N1C[C@@H]2[C@@H](OCC(N2)=O)CC1)C1=CC=CC=C1)C |o1:6| (4aR,8aS)-6-[4-[(R or S)-m-Tolyl(phenyl)methyl]piperidine-1-carbonyl]-4,4a,5,7,8,8a-hexahydropyrido[4,3-b][1,4]oxazin-3-one